(6-bromo-5-methylpyridin-3-yl)ethan-1-ol BrC1=C(C=C(C=N1)C(C)O)C